magnesium bromide [Br-].[Mg+2].[Br-]